5-Amino-3-[4-[2-[[5-(3,3-dimethylcyclobutyl)isoxazol-3-yl]amino]-2-oxo-ethyl]phenyl]-1-isopropyl-pyrazole-4-carboxamide NC1=C(C(=NN1C(C)C)C1=CC=C(C=C1)CC(=O)NC1=NOC(=C1)C1CC(C1)(C)C)C(=O)N